(R)-3-bromo-N-(4-cyano-3-methoxyphenyl)-2-hydroxy-2-methylpropionamide BrC[C@](C(=O)NC1=CC(=C(C=C1)C#N)OC)(C)O